C(C)OC=1C=C(C=CC1)C1=CC(=NN1CC1=C(C=CC=C1)OCC)CO [5-(3-Ethoxyphenyl)-1-[(2-ethoxyphenyl)methyl]-1H-pyrazol-3-yl]methanol